tert-hexyl pivalate C(C(C)(C)C)(=O)OC(C)(C)CCC